N-Phenyl-2-(3-(piperidin-4-yloxy)phenyl)thiazole-5-carboxamide C1(=CC=CC=C1)NC(=O)C1=CN=C(S1)C1=CC(=CC=C1)OC1CCNCC1